C(C)(C)NC(=O)C=1SC(=C(N1)C)C(=O)NC[C@@H](C(F)(F)F)C(N[C@H]1C2=C(CN3N(C1=O)CCC3)C=CC=C2)=O N2-Isopropyl-4-methyl-N5-((R)-3,3,3-trifluoro-2-(((S)-11-oxo-2,3,10,11-tetrahydro-1H,5H-benzo[d]pyrazolo[1,2-a][1,2]diazepin-10-yl)carbamoyl)propyl)thiazol-2,5-dicarboxamid